1-(2-{5-[(3-chloro-1-ethyl-1H-pyrazol-4-yl)methyl]-3-methyl-1H-pyrazol-1-yl}-5-fluorophenyl)ethan-1-one ClC1=NN(C=C1CC1=CC(=NN1C1=C(C=C(C=C1)F)C(C)=O)C)CC